ClC1=CC=C2C(=N1)N(C=C2C=2C(=NC=CC2C)OC)COCC[Si](C)(C)C 3-(6-chloro-1-[[2-(trimethylsilyl)ethoxy]methyl]pyrrolo[2,3-b]pyridin-3-yl)-2-methoxy-4-methylpyridine